2-methyl-6-phenylpyrimidin-4(3H)-on CC1=NC(=CC(N1)=O)C1=CC=CC=C1